N1=CC=C(C=C1)NC(NC(C(=O)N)C)=O 2-(3-(pyridin-4-yl)ureido)propanamide